(2S,4R)-1-(tert-butoxycarbonyl)pyrrolidine-2,4-dicarboxylic acid C(C)(C)(C)OC(=O)N1[C@@H](C[C@H](C1)C(=O)O)C(=O)O